1-azido-14-(13-azido-2,5,8,11-tetraoxatridecyl)-14-methyl-3,6,9,12,16-pentaoxaoctadecan-18-al N(=[N+]=[N-])CCOCCOCCOCCOCC(COCC=O)(C)COCCOCCOCCOCCN=[N+]=[N-]